1,3-dichloro-1,3,5-triazine-2,4,6-trione ClN1C(N(C(NC1=O)=O)Cl)=O